FCC=1C=C(C#N)C=C(C1)C1=NC=NC(=C1)N1N=CC=C1 3-(fluoromethyl)-5-[6-(1H-pyrazol-1-yl)pyrimidin-4-yl]benzonitrile